OC=1C(=NC=CC1)C=O (3-hydroxy-2-pyridinyl)methanone